trans-N-[8-chloro-6-(4-cyano-2-methyl-phenyl)-3-isoquinolinyl]-2-cyano-cyclopropanecarboxamide ClC=1C=C(C=C2C=C(N=CC12)NC(=O)[C@H]1[C@@H](C1)C#N)C1=C(C=C(C=C1)C#N)C